7-(5-Methoxy-2-(methoxycarbonyl)-4-nitrophenyl)-2,7-diazaspiro[3.5]nonane-2-carboxylic acid tert-butyl ester C(C)(C)(C)OC(=O)N1CC2(C1)CCN(CC2)C2=C(C=C(C(=C2)OC)[N+](=O)[O-])C(=O)OC